FC1(CN(C1)CC1=NN(C2=CC=C(C=C12)NC(C1=C(C=C(C=C1)I)N1CCC2(CC2)CC1)=O)C)F N-(3-((3,3-difluoroazetidin-1-yl)methyl)-1-methyl-1H-indazol-5-yl)-4-iodo-2-(6-azaspiro[2.5]oct-6-yl)benzamide